5-(HYDROXYMETHYL)-1H-PYRROLE-2-CARBOXYLIC ACID OCC1=CC=C(N1)C(=O)O